C(#C)C=1C(=C(NC=2C3=C(N=CN2)C=CC(=N3)N3CC(C3)N(C(OC(C)(C)C)=O)C)C=CC1)F tert-Butyl N-[1-[4-(3-ethynyl-2-fluoro-anilino)pyrido[3,2-d]pyrimidin-6-yl]azetidin-3-yl]-N-methyl-carbamate